(R)-4-(2-(2-(3-(2-hydroxypropylamino)-3-oxopropyl)-5-methyl-1,2,3,4-tetrahydroisoquinolin-7-yl)-5H-pyrrolo[2,3-b]pyrazin-7-yl)-N,N,2-trimethylbenzamide O[C@@H](CNC(CCN1CC2=CC(=CC(=C2CC1)C)C=1N=C2C(=NC1)NC=C2C2=CC(=C(C(=O)N(C)C)C=C2)C)=O)C